(2s,4s)-N-(4-(N-(tert-butyl)sulfamoyl)phenyl)-4-phenylpyrrolidine-2-carboxamide hydrochloride Cl.C(C)(C)(C)NS(=O)(=O)C1=CC=C(C=C1)NC(=O)[C@H]1NC[C@@H](C1)C1=CC=CC=C1